NC=1C=C(C=C(C1)C(F)(F)F)[C@@H](C)NC1=NC(=NC2=CC(=C(C=C12)OC)C(=O)N1CCNCC1)C (R)-(4-((1-(3-amino-5-(trifluoromethyl)phenyl)ethyl)amino)-6-methoxy-2-methylquinazoline-7-yl)(piperazine-1-yl)methanone